C1(CCCC1)CC(=O)N1CC2=C(CC1)N=C(S2)C=2C=NC=C(C2)C 2-cyclopentyl-1-(2-(5-methylpyridin-3-yl)-6,7-dihydrothiazolo[5,4-c]pyridin-5(4H)-yl)ethan-1-one